tert-butyl-3-cyano-2-(2-(4-sulfamoylphenyl)acetamido)-4,5-dihydrothieno[2,3-c]pyridine-6(7H)-carboxylate C(C)(C)(C)OC(=O)N1CC2=C(CC1)C(=C(S2)NC(CC2=CC=C(C=C2)S(N)(=O)=O)=O)C#N